2,5-diazabicyclo[2.2.1]Hept-2-yl-(3-fluoro-2-methylphenyl)methanone hydrochloride Cl.C12N(CC(NC1)C2)C(=O)C2=C(C(=CC=C2)F)C